3-amino-4,5,6,7-tetrahydro-1H-indazole hydrochloride Cl.NC1=NNC=2CCCCC12